METHYL-3-HYDROXY-5,7-DIMETHYLADAMANTANE CC12CC3(CC(CC(C1)(C3)C)(C2)C)O